(2S)-1-((7-methyl-5-(5-(trifluoromethyl)pyrimidin-2-yl)-4,5,6,7-tetrahydropyrazolo[1,5-a]pyrazin-2-yl)methoxy)propan-2-amine CC1CN(CC=2N1N=C(C2)COC[C@H](C)N)C2=NC=C(C=N2)C(F)(F)F